tetrahydro-2H-Pyran-3,4,5-triyl triacetate C(C)(=O)OC1COCC(C1OC(C)=O)OC(C)=O